NC1CC(C1)N(C1CCN(CC1)C(=O)OC(C)(C)C)C1CC1 tert-butyl 4-[(3-aminocyclobutyl)-cyclopropyl-amino]piperidine-1-carboxylate